FC=1C=C(C=C2CC(CC12)C=O)NC(C(C)(C)NC([O-])=O)=O [2-[(7-fluoro-2-formyl-indan-5-yl)amino]-1,1-dimethyl-2-oxo-ethyl]carbamate